C(C1=CC=CC=C1)OC1=NC=CC=2CCCC(C12)=O 1-(benzyloxy)-6,7-dihydroisoquinolin-8(5H)-one